2-ethyl-1,3-benzothiazol-6-amine C(C)C=1SC2=C(N1)C=CC(=C2)N